[Na+].C(CN(CC(=O)[O-])CC(=O)[O-])N(CC(=O)[O-])CC(=O)[O-].[Na+].[Na+].[Na+] ethylenediaminetetraacetic acid, sodium salt